(S)-quinuclidin-3-yl (7-(4-ethoxyphenyl)chroman-4-yl)carbamate C(C)OC1=CC=C(C=C1)C1=CC=C2C(CCOC2=C1)NC(O[C@@H]1CN2CCC1CC2)=O